((1s,3s)-3-Hydroxy-3-methylcyclobutyl)(7-(1-isopropyl-1H-pyrrolo[2,3-b]pyridin-6-yl)-2-azaspiro[3.5]nonan-2-yl)methanon OC1(CC(C1)C(=O)N1CC2(C1)CCC(CC2)C2=CC=C1C(=N2)N(C=C1)C(C)C)C